4-{[(2S)-4-[(2-{3-[(2R)-2,4-dihydroxy-3,3-dimethylbutanamido]propanamido}ethyl)sulfanyl]-4-oxobutan-2-yl]oxy}-4-oxobutanoic acid O[C@@H](C(=O)NCCC(=O)NCCSC(C[C@H](C)OC(CCC(=O)O)=O)=O)C(CO)(C)C